sodium carbamoyl-β-formylaminopropionitrile C(N)(=O)C(C#N)CNC=O.[Na]